C([O-])([O-])=O.[Ce+3].C([O-])([O-])=O.C([O-])([O-])=O.[Ce+3] cerous carbonate